5-chloro-1'-[[1-(2-hydroxy-2-methyl-propyl)pyrazol-4-yl]methyl]-1-methyl-spiro[indoline-3,4'-piperidine]-2-one ClC=1C=C2C(=CC1)N(C(C21CCN(CC1)CC=1C=NN(C1)CC(C)(C)O)=O)C